n-Butylmyristat C(CCC)OC(CCCCCCCCCCCCC)=O